(4x-s,7x-r)-2-(4-fluorophenyl)-3-(1H-pyrazolo[3,4-b]pyridin-4-yl)-4,5,6,7-tetrahydro-4,7-methanopyrazolo[1,5-a]pyridine FC1=CC=C(C=C1)C1=NN2C(C3CCC2C3)=C1C1=C3C(=NC=C1)NN=C3